tert-Butyl 3-(2-(tert-butoxy)-2-oxoethoxy)-3-(3-methylbut-3-en-1-yn-1-yl)azetidine-1-carboxylate C(C)(C)(C)OC(COC1(CN(C1)C(=O)OC(C)(C)C)C#CC(=C)C)=O